CP1(CCN(CC1)CC1=CC(=NC=C1)C=1C=C2CN(C(C2=CC1)=O)C1C(NC(CC1)=O)=O)=O 3-(5-(4-((4-methyl-4-oxido-1,4-azaphosphinan-1-yl)methyl)pyridin-2-yl)-1-oxoisoindolin-2-yl)piperidine-2,6-dione